SCC(=O)[NH2+]C(C)=O sulfanylacetylacetylammonium